4-(4-[(4-acetyl-1-piperazinyl)methyl]-2-((2-[3-methyl-6-(methylcarbamoyl)-1H-indol-1-yl]propanoyl)amino)phenyl)butanoic acid C(C)(=O)N1CCN(CC1)CC1=CC(=C(C=C1)CCCC(=O)O)NC(C(C)N1C=C(C2=CC=C(C=C12)C(NC)=O)C)=O